1-cyclopropyl-6-fluoro-7-(4-((5,6,7,8-tetrahydronaphthalen-1-yl)methyl)piperazin-1-yl)-4-oxo-1,4-dihydroquinoline-3-carboxylic acid hydrochloride Cl.C1(CC1)N1C=C(C(C2=CC(=C(C=C12)N1CCN(CC1)CC1=CC=CC=2CCCCC12)F)=O)C(=O)O